C(CCCCCCCCCCCCCCC)[C@@]1([C@H](O)[C@H](O)[C@@H](CO)O1)N1C(=O)NC(=O)C=C1 hexadecyl-Uridine